8-ethoxy-N-(2-methoxypyridin-3-yl)-2-(tetrahydrofuran-3-yl)imidazo[1,2-a]pyrazine-6-carboxamide C(C)OC=1C=2N(C=C(N1)C(=O)NC=1C(=NC=CC1)OC)C=C(N2)C2COCC2